2-(7-((2S,5R)-2,5-diethyl-4-(1-(1-ethyl-2-methyl-1H-imidazol-4-yl)ethyl)piperazin-1-yl)-4-methyl-5-oxo-4,5-dihydro-2H-pyrazolo[4,3-b]pyridin-2-yl)acetonitrile C(C)[C@@H]1N(C[C@H](N(C1)C(C)C=1N=C(N(C1)CC)C)CC)C=1C=2C(N(C(C1)=O)C)=CN(N2)CC#N